CC1=C(C2=C(N=N1)SC1=C2N=CN=C1NCC1=CC=C(C=C1)C(=O)N1C[C@H](CC1)F)C [4-[[(3,4-dimethylpyrimido[4',5':4,5]thieno[2,3-c]pyridazin-8-yl)amino]methyl]phenyl]-[(3S)-3-fluoropyrrolidin-1-yl]methanone